3-methyl-6-[(3S)-1-{[(1r,4r)-4-ethylsulfonylaminocyclohexyl]methyl}pyrrolidin-3-yl]imidazo[1,5-a]pyrrolidone CC1=NC=C2N1C(C(C2)[C@H]2CN(CC2)CC2CCC(CC2)NS(=O)(=O)CC)=O